2,4,6-tris(4-methoxyphenyl)-1,3,5-triazine COC1=CC=C(C=C1)C1=NC(=NC(=N1)C1=CC=C(C=C1)OC)C1=CC=C(C=C1)OC